N-(2-fluoro-6-nitrophenyl)-acetamide FC1=C(C(=CC=C1)[N+](=O)[O-])NC(C)=O